diethyl (4-(aminomethyl)benzyl)phosphonate NCC1=CC=C(CP(OCC)(OCC)=O)C=C1